CN1CCN(C(C2=C1N=C(C=C2)C)=O)C2=CC(=CC=C2)COC(CCNC)C2=CC=CC=C2 1,8-Dimethyl-4-(3-((3-(methylamino)-1-phenylpropoxy)methyl)phenyl)-1,2,3,4-tetrahydro-5H-pyrido[2,3-e][1,4]diazepin-5-one